2,6-difluoro-N-[2-[2-[[2-[4-[2-fluoro-5-[(4-oxo-3H-phthalazin-1-yl)methyl]benzoyl]piperazin-1-yl]-2-oxo-ethyl]amino]ethoxy]ethyl]-4-(3-fluorophenyl)benzamide FC1=C(C(=O)NCCOCCNCC(=O)N2CCN(CC2)C(C2=C(C=CC(=C2)CC2=NNC(C3=CC=CC=C23)=O)F)=O)C(=CC(=C1)C1=CC(=CC=C1)F)F